[O-]CC.[O-]CC.[O-]CC.C(CC)C1(C=CC=C1)[Hf+3] (n-propylcyclopentadienyl)hafnium triethoxide